2-(4-methoxyphenyl)-5-methylthiazol-4(5H)-one COC1=CC=C(C=C1)C=1SC(C(N1)=O)C